(R)-N-(5-fluoro-6-(4-(2-methyl-1,1-dioxidotetrahydrothiophen-2-yl)-1H-imidazol-1-yl)pyridin-3-yl)-2-(5-methyl-3-(trifluoromethyl)-1H-pyrazol-1-yl)acetamide FC=1C=C(C=NC1N1C=NC(=C1)[C@@]1(S(CCC1)(=O)=O)C)NC(CN1N=C(C=C1C)C(F)(F)F)=O